NC1=NC=CC=C1OCCC(=O)NC=1C=NN(C1)CC(=O)N(CCOC1=CC=C(C=C1)C)C 3-[(2-amino-3-pyridyl)oxy]-N-[1-[2-[methyl-[2-(4-methylphenoxy)ethyl]amino]-2-oxo-ethyl]pyrazol-4-yl]propanamide